3β-azido-5α-hydroxy-6β-[2-(1H-imidazol-4-yl)ethylamino]cholestan N(=[N+]=[N-])[C@@H]1C[C@@]2([C@@H](C[C@H]3[C@@H]4CC[C@H]([C@@H](CCCC(C)C)C)[C@]4(CC[C@@H]3[C@]2(CC1)C)C)NCCC=1N=CNC1)O